tert-butyl (2R,4S)-4-((2-oxo-1,2,3,4-tetrahydroquinolin-7-yl)oxy)-2-(((2,2,7-Trimethyl-4-oxo-4H-benzo[d][1,3]dioxin-5-yl)oxy)methyl)pyrrolidine-1-carboxylate O=C1NC2=CC(=CC=C2CC1)O[C@H]1C[C@@H](N(C1)C(=O)OC(C)(C)C)COC1=CC(=CC=2OC(OC(C21)=O)(C)C)C